(1S,3aS,6aR)-2-((benzyloxy)carbonyl)octahydrocyclopenta[c]pyrrole-1-carboxylic acid C(C1=CC=CC=C1)OC(=O)N1[C@@H]([C@H]2[C@@H](C1)CCC2)C(=O)O